(R)-2-amino-1-(3-hydroxy-2,6-dimethylphenyl)-5,6-dimethyl-1H-pyrrolo-[2,3-b]pyridine-3-carboxamide NC1=C(C=2C(=NC(=C(C2)C)C)N1C1=C(C(=CC=C1C)O)C)C(=O)N